C(CCCCCCC)N1CCCC2=CC=CC=C12 N-octyl-1,2,3,4-tetrahydroquinoline